C(#N)C1=CC(=NN1C1CCC(CC1)=C(F)F)NC(C1=C(C=C(C=C1)I)N1CCC2(CC2)CC1)=O N-(5-cyano-1-(4-(difluoromethylene)cyclohexyl)-1H-pyrazol-3-yl)-4-iodo-2-(6-azaspiro[2.5]-octan-6-yl)benzamide